(±)-tert-butyl 7-[3-[[(trans)-2-acetamidocyclohexoxy]carbonylamino]-8-chloro-7-fluoro-6-isoquinolyl]-8-methyl-2,3-dihydropyrido[2,3-b][1,4]oxazine-1-carboxylate C(C)(=O)N[C@H]1[C@@H](CCCC1)OC(=O)NC=1N=CC2=C(C(=C(C=C2C1)C1=C(C2=C(OCCN2C(=O)OC(C)(C)C)N=C1)C)F)Cl |r|